N-[3,5-difluoro-4-[6'-oxo-3'-(1H-pyrazol-3-yl)spiro[cyclopropane-1,5'-imidazo[1,2-a]imidazol]-7'-yl]phenyl]pyridine-2-carboxamide titanium [Ti].FC=1C=C(C=C(C1N1C(C2(N3C1=NC=C3C3=NNC=C3)CC2)=O)F)NC(=O)C2=NC=CC=C2